N(=[N+]=[N-])[C@@H]1[C@H](COC2=CC=CC=C12)O (3R,4S)-4-AZIDOCHROMAN-3-OL